NC=1C(=NON1)N1N=NC(=C1CCC)C(=O)O 1-(4-amino-1,2,5-oxadiazol-3-yl)-5-propyl-1,2,3-triazole-4-carboxylic acid